C1CCC2=CC(=CC=C12)[C@H](C)N[S@](=O)C(C[2H])(C)C (R)-N-((S)-1-(2,3-Dihydro-1H-inden-5-yl)ethyl)-2-methylpropane-2-sulfinamide-1-d